4-(1,4-dioxa-8-azaspiro[4.5]decan-8-yl)-5-ethyl-2-methoxy-aniline O1CCOC12CCN(CC2)C2=CC(=C(N)C=C2CC)OC